FC1=C(C(=C(C(=C1[B-](C1=C(C(=C(C(=C1F)F)F)F)F)(C1=C(C(=C(C(=C1F)F)F)F)F)C1=C(C(=C(C(=C1F)F)F)F)F)F)F)F)F.[CH3+].C1=CC=CC=CC1 cycloheptatriene carbenium tetrakis(pentafluorophenyl)borate